3α-fluoro-5α-hydroxy-6β-[2-(1H-imidazol-4-yl)ethylamino]-cholestane F[C@H]1C[C@@]2([C@@H](C[C@H]3[C@@H]4CC[C@H]([C@@H](CCCC(C)C)C)[C@]4(CC[C@@H]3[C@]2(CC1)C)C)NCCC=1N=CNC1)O